C(C[C@@H](C(=O)O)N)CNCCCN The molecule is the L-alpha-amino acid that is spermidine (1,5,10-triazadecane) carboxylated with S-configuration at the 2-position. It is a conjugate base of a carboxyspermidine(2+). It derives from a hydride of a spermidine.